NC=1C=CC(=NC1)C(=O)NC1=NC(N(C=C1)[C@@H]1O[C@@H]([C@H](C1(F)F)O)CO)=O 5-amino-N-(1-((2R,4R,5R)-3,3-difluoro-4-hydroxy-5-(hydroxymethyl)tetrahydrofuran-2-yl)-2-oxo-1,2-dihydropyrimidin-4-yl)picolinamide